ethyl (S)-3-(2',6'-dimethylbiphenyl-3-yl)-3-(3-(4-hydroxy-1,5-dimethyl-2-oxo-1,2-dihydro pyridin-3-yl)ureido)propanoate CC1=C(C(=CC=C1)C)C1=CC(=CC=C1)[C@H](CC(=O)OCC)NC(=O)NC=1C(N(C=C(C1O)C)C)=O